N-(4-ethylphenyl)-4-hydroxy-N-isobutyl-2-((tetrahydro-2H-pyran-4-yl)methylene)chroman-6-sulfonamide C(C)C1=CC=C(C=C1)N(S(=O)(=O)C=1C=C2C(CC(OC2=CC1)=CC1CCOCC1)O)CC(C)C